FC(S(=O)(=O)N(S(=O)(=O)C(F)(F)F)C1=NC=CC=C1)(F)F 1,1,1-trifluoro-N-(2-pyridyl)-N-(trifluoromethylsulfonyl)methanesulfonamide